3-(1-(2-fluoro-4-(trifluoromethyl)phenoxy)ethyl)azetidine-1-carboxylic acid tert-butyl ester C(C)(C)(C)OC(=O)N1CC(C1)C(C)OC1=C(C=C(C=C1)C(F)(F)F)F